4-nitrophenyl 2-(2'-chloro-5'-methoxy-6-methyl-[4,4'-bipyridine]-3-carboxamido)-4,6-dihydro-5H-pyrrolo[3,4-d]thiazole-5-carboxylate ClC1=NC=C(C(=C1)C1=C(C=NC(=C1)C)C(=O)NC=1SC2=C(N1)CN(C2)C(=O)OC2=CC=C(C=C2)[N+](=O)[O-])OC